COC=1C=CC(=NC1)OC1CCN(CC1)C(=O)C1=NOC(=C1C#N)C1=C(C(=C(C(=C1)F)F)O)F 3-(4-((5-methoxypyridin-2-yl)oxy)piperidine-1-carbonyl)-5-(2,4,5-trifluoro-3-hydroxyphenyl)isoxazole-4-carbonitrile